(3,4-difluoro-2-methoxy-phenoxy)-2-(trifluoromethyl)pyridine-4-carboxylic acid methyl ester COC(=O)C1=C(C(=NC=C1)C(F)(F)F)OC1=C(C(=C(C=C1)F)F)OC